FC1=C(C=CC=2OC3(CCC3)OC21)C(=O)OCC ethyl 4-fluorospiro[benzo[d][1,3]dioxole-2,1'-cyclobutane]-5-carboxylate